FC(C(=O)O)(F)F.ClC1=C(C=CC(=C1NC=1C(=C2C(N(C=NC2=CC1)C)=O)Cl)F)NS(=O)(=O)N1CC(C1)COC(F)F N-(2-chloro-3-((5-chloro-3-methyl-4-oxo-3,4-dihydroquinazolin-6-yl)amino)-4-fluorophenyl)-3-((difluoromethoxy)methyl)azetidine-1-sulfonamide trifluoroacetate